(1S,3S)-3-((2-amino-7-(1H-pyrazol-5-yl)quinazolin-4-yl)amino)cyclopentanecarboxylic acid NC1=NC2=CC(=CC=C2C(=N1)N[C@@H]1C[C@H](CC1)C(=O)O)C1=CC=NN1